ClC1=CC2=C(N(C(N=C2N2[C@H](CN(CC2)C(C=C)=O)C)=O)C2=C(C=C(C=C2C(C)C)CN(C)C)C)N=C1C1=C(C=CC=C1)F (P)-6-chloro-1-(4-((dimethylamino)methyl)-2-methyl-6-(2-propanyl)phenyl)-7-(2-fluorophenyl)-4-((2S)-2-methyl-4-(2-propenoyl)-1-piperazinyl)pyrido[2,3-d]pyrimidin-2(1H)-one